2-cyclobutyl-3-phenylpropanenitrile C1(CCC1)C(C#N)CC1=CC=CC=C1